B(O)(O)C=1C=C(C(=O)O)C=C(C1)Br 3-borono-5-bromobenzoic acid